N-(3-phenylnaphthyl)-5-fluoro-2-phenyl-indole C1(=CC=CC=C1)C=1C=C(C2=CC=CC=C2C1)N1C(=CC2=CC(=CC=C12)F)C1=CC=CC=C1